7-methyl-2-(methylthio)-7,9-dihydro-8H-purin-8-one CN1C(NC2=NC(=NC=C12)SC)=O